5-[7-({[4-(5-methanesulfonylpyridin-3-yl)phenyl]methyl}(methyl)amino)-2,5-dimethylpyrazolo[1,5-a]pyrimidin-3-yl]-N,N,4-trimethylpyridin-2-amine CS(=O)(=O)C=1C=C(C=NC1)C1=CC=C(C=C1)CN(C1=CC(=NC=2N1N=C(C2C=2C(=CC(=NC2)N(C)C)C)C)C)C